4-(1-(6,7-dimethoxy-4-(thiophen-3-yl)quinazolin-2-yl)-1H-pyrazol-4-yl)-N-(2-(dimethylamino)ethyl)benzenesulfonamide COC=1C=C2C(=NC(=NC2=CC1OC)N1N=CC(=C1)C1=CC=C(C=C1)S(=O)(=O)NCCN(C)C)C1=CSC=C1